3-(sec-butyl)-8-fluoro-4-(3-hydroxyazetidine-1-carbonyl)-1,3,4,5-tetrahydro-2H-benzo[1,4]diazepin-2-one C(C)(CC)C1C(NC2=C(CN1C(=O)N1CC(C1)O)C=CC(=C2)F)=O